tert-butyl 2-chloro-4-[[4-[1-methyl-4-(trifluoromethyl)imidazol-2-yl]phenyl]methoxy]-5,7-dihydropyrrolo[3,4-d]pyrimidine-6-carboxylate ClC=1N=C(C2=C(N1)CN(C2)C(=O)OC(C)(C)C)OCC2=CC=C(C=C2)C=2N(C=C(N2)C(F)(F)F)C